2-(2-(2-methoxy-7-methylquinoxalin-5-yl)-4-(trifluoromethyl)benzo[d]thiazol-6-yloxy)ethylcarbamic acid tert-butyl ester C(C)(C)(C)OC(NCCOC1=CC2=C(N=C(S2)C2=C3N=CC(=NC3=CC(=C2)C)OC)C(=C1)C(F)(F)F)=O